4-[(but-3-yn-1-yl)amino]-2-(2,6-dioxopiperidin-3-yl)-2,3-dihydro-1H-isoindole-1,3-dione C(CC#C)NC1=C2C(N(C(C2=CC=C1)=O)C1C(NC(CC1)=O)=O)=O